2,2,2-trifluoroethyl-[2-[(2R,3R,4S,5S)-3,4,5-tris[(3,4-dimethoxyphenyl)methoxy]-6-(4-methoxyphenoxy)tetrahydropyran-2-yl]ethyl]phosphinic acid FC(CP(O)(=O)CC[C@H]1OC([C@H]([C@H]([C@@H]1OCC1=CC(=C(C=C1)OC)OC)OCC1=CC(=C(C=C1)OC)OC)OCC1=CC(=C(C=C1)OC)OC)OC1=CC=C(C=C1)OC)(F)F